C1(CC1)C1=CC(=CC(=N1)C=1OC2=C(N1)C=C(C(=C2F)F)CO)C2=C(C=C(C=C2)F)C2=NN=CN2C (2-{6-cyclopropyl-4-[4-fluoro-2-(4-methyl-1,2,4-triazol-3-yl)phenyl]pyridin-2-yl}-6,7-difluoro-1,3-benzooxazol-5-yl)methanol